N-cyclobutyl-5-(2,3-dimethyl-3H-imidazo[4,5-b]pyridin-5-yl)pyrrolo[2,1-f][1,2,4]triazin-2-amine C1(CCC1)NC1=NN2C(C=N1)=C(C=C2)C2=CC=C1C(=N2)N(C(=N1)C)C